BrCC(CCC=C)(C)C 6-bromo-5,5-dimethylhex-1-ene